BrC1=C2C=C(N(C2=CC=C1SC(C(=O)OCC)(C)C)C(=O)OC(C)(C)C)C1=NC=CC(=C1)C(C)(C)C tert-butyl 4-bromo-2-(4-(tert-butyl)pyridin-2-yl)-5-((1-ethoxy-2-methyl-1-oxopropan-2-yl)thio)-1H-indole-1-carboxylate